((9H-fluoren-9-ylidene)amino)-5-cyclohexylvaleronitrile C1=CC=CC=2C3=CC=CC=C3C(C12)=NC(C#N)CCCC1CCCCC1